1-phenyl-3-methyl-pyrazole-5-one C1(=CC=CC=C1)N1NC(=CC1=O)C